dimethyl 2-[(1-cyclohexylmethyl-5,6-dimethyl-2-oxo-1,2-dihydropyridine-3-carbonyl)-amino]-succinate C1(CCCCC1)CN1C(C(=CC(=C1C)C)C(=O)NC(C(=O)OC)CC(=O)OC)=O